2-methyl-5-(3-methoxyphenyl)-N-(3-(2-morpholinopropyl)-1,2,4-thiadiazol-5-yl)thiophene-3-carboxamide ethyl-2-amino-4,5-dimethylthiophene-3-carboxylate C(C)OC(=O)C1=C(SC(=C1C)C)N.CC=1SC(=CC1C(=O)NC1=NC(=NS1)CC(C)N1CCOCC1)C1=CC(=CC=C1)OC